1,5,7-triazabicyclo[4.3.0]non-6-ene N12CCCNC2=NCC1